C(C1=CC=CC=C1)OC1=NC=CC(=C1)[C@@H](CP(OCC)(=O)C)C1CC1 ethyl ((S)-2-(2-(benzyloxy)pyridin-4-yl)-2-cyclopropylethyl)(methyl)phosphinate